N-(p-chlorophenyl)benzothiazolium ClC1=CC=C(C=C1)[N+]1=CSC2=C1C=CC=C2